N-(3-bromo-2-fluorophenyl)-1-phenylmethanimine BrC=1C(=C(C=CC1)N=CC1=CC=CC=C1)F